Ethyl 2-(2-((2-fluoro-2'-methyl-[1,1'-biphenyl]-3-yl)methoxy)-7,8-dihydro-1,6-naphthyridin-6(5H)-yl)acetate FC1=C(C=CC=C1COC1=NC=2CCN(CC2C=C1)CC(=O)OCC)C1=C(C=CC=C1)C